methyl 3-methoxycarbonylbenzoylformate COC(=O)C=1C=C(C(=O)C(=O)OC)C=CC1